1-(4-(7-(2,6-Difluorobenzyl)-3-((dimethylamino)methyl)-5-(6-methoxypyridazin-3-yl)-4,6-dicarbonyl-4,5,6,7-Tetrahydro-2H-pyrazolo[3,4-d]pyrimidin-2-yl)phenyl)-3-methoxyurea FC1=C(CN2C(N(C(C=3C2=NN(C3CN(C)C)C3=CC=C(C=C3)NC(=O)NOC)=C=O)C=3N=NC(=CC3)OC)=C=O)C(=CC=C1)F